C(C)(=O)N1CCC(CC1)C=CC=1N=C(SC1)NC(OC(C)(C)C)=O tert-butyl (4-(2-(1-acetylpiperidin-4-yl)vinyl)thiazol-2-yl)carbamate